N,N-diisopropylbenzylamine C(C)(C)N(C(C)C)CC1=CC=CC=C1